CS(=O)(=O)C=1C=C(C=CC1)NC(=O)C=1C=C2C(=NC1)CCC2 N-(3-methanesulfonylphenyl)-6,7-dihydro-5H-cyclopenta[b]Pyridine-3-carboxamide